O=O molecular oxygen